C1NC2=CC(=C(C=C2S(=O)(=O)N1)S(=O)(=O)N)Cl The molecule is a benzothiadiazine that is 3,4-dihydro-2H-1,2,4-benzothiadiazine 1,1-dioxide substituted by a chloro group at position 6 and a sulfonamide at 7. It is diuretic used for the treatment of hypertension and congestive heart failure. It has a role as a xenobiotic, an environmental contaminant, a diuretic and an antihypertensive agent. It is a benzothiadiazine, a sulfonamide and an organochlorine compound.